C(=CCCC)[C@]([C@]1(C(=O)CCCCCCCCCCC1)O)(O)[C@H](O)[C@H](O)CO undecanopentenyl-glucose